CC=1SC(=CN1)C(=O)N methylthiazole-5-carboxamide